4-(Tert-butyl)-2-methoxybenzenesulfonamide C(C)(C)(C)C1=CC(=C(C=C1)S(=O)(=O)N)OC